C(=O)(O)C(CN(CCN)CCN)N carboxyl-tri(2-aminoethyl)amine